2-((S)-1-[1,4]Dioxan-2-ylmethoxy)-9-(2-fluoro-ethoxy)-6,7-dihydro-pyrimido[6,1-a]isoquinolin-4-one O1[C@@H](COCC1)COC1=NC(N2C(C3=CC=C(C=C3CC2)OCCF)=C1)=O